pentadecanoate aluminum [Al+3].C(CCCCCCCCCCCCCC)(=O)[O-].C(CCCCCCCCCCCCCC)(=O)[O-].C(CCCCCCCCCCCCCC)(=O)[O-]